(6-fluoroindolin-1-yl)(7-hydroxy-8-methylnaphthalen-2-yl)methanone FC1=CC=C2CCN(C2=C1)C(=O)C1=CC2=C(C(=CC=C2C=C1)O)C